pyrazinotriazole N1N=NC2=C1N=CC=N2